Tert-butyl 4-[4-[3-[4-[4-amino-3-(4-phenoxyphenyl)pyrazolo[3,4-d]pyrimidin-1-yl]-1-piperidyl]azetidin-1-yl]-1-piperidyl]piperidine-1-carboxylate NC1=C2C(=NC=N1)N(N=C2C2=CC=C(C=C2)OC2=CC=CC=C2)C2CCN(CC2)C2CN(C2)C2CCN(CC2)C2CCN(CC2)C(=O)OC(C)(C)C